C(N)(=O)C=1C=C(C=CC1)NC(=O)[C@H]1O[C@]([C@@H]([C@@H]1C1=C(C(=C(C=C1)F)F)OC(F)F)C)(C(F)(F)F)C (2S,3R,4R,5R)-N-(3-Carbamoylphenyl)-3-[2-(Difluoromethoxy)-3,4-difluoro-phenyl]-4,5-dimethyl-5-(trifluoromethyl)tetrahydrofuran-2-carboxamid